IC=1C=C(CN2C(=NC3=C2C=C2OC(C(=C(C2=C3)C)C(=O)N)=O)NCC=3C(N(C(C3)(C)C)O)(C)C)C=CC1 3-(3-iodobenzyl)-8-methyl-6-oxo-2-(((2,2,5,5-tetramethyl-1-oxyl-2,5-dihydro-1H-pyrrol-3-yl)methyl)amino)-3,6-dihydrochromeno[6,7-d]imidazole-7-carboxamide